5-(2-(3,4-dimethoxyphenyl)-3-ethyl-1H-indol-5-yl)-1,3,4-oxadiazole-2-carboxamide COC=1C=C(C=CC1OC)C=1NC2=CC=C(C=C2C1CC)C1=NN=C(O1)C(=O)N